N-[5-(1-Benzyl-5-hydroxy-1,2,4-triazol-3-yl)-4-fluoro-2-methylphenyl]pyrazolo[1,5-a]pyridine-3-carboxamide C(C1=CC=CC=C1)N1N=C(N=C1O)C=1C(=CC(=C(C1)NC(=O)C=1C=NN2C1C=CC=C2)C)F